5-((S)-1-((R)-1-(1-(5-(trifluoromethyl)pyrimidin-2-yl)piperidin-4-yl)-2-oxopyrrolidin-3-yloxy)propan-2-ylamino)-4-(trifluoromethyl)pyridazin-3(2H)-one FC(C=1C=NC(=NC1)N1CCC(CC1)N1C([C@@H](CC1)OC[C@H](C)NC1=C(C(NN=C1)=O)C(F)(F)F)=O)(F)F